tert-butyl (R)-3-(2-fluoro-N-(1-methyl-1H-pyrrolo[2,3-c]pyridin-7-yl)-4-(5-methyl-3H-[1,2,3]triazolo[4,5-b]pyridin-3-yl)benzamido)piperidine-1-carboxylate FC1=C(C(=O)N(C=2N=CC=C3C2N(C=C3)C)[C@H]3CN(CCC3)C(=O)OC(C)(C)C)C=CC(=C1)N1N=NC=3C1=NC(=CC3)C